tert-butyl (2R)-2-[methoxy(methyl)carbamoyl]pyrrolidine-1-carboxylate CON(C(=O)[C@@H]1N(CCC1)C(=O)OC(C)(C)C)C